COC=1C=C(C[C@@H]2[C@@](C(OC2)=O)(C)CC2=CC(=C(C=C2)O)OCCC2=CC=CC=C2)C=CC1OC (3R,4R)-4-(3,4-Dimethoxybenzyl)-3-(4-hydroxy-3-phenethyloxybenzyl)-3-methyldihydrofuran-2(3H)-one